C1(=CC=CC=C1)B1OCCO1 2-phenyl-1,3,2-dioxaborolan